C(#N)N1C[C@@H](CCC1)N1N=NC(=C1C)C1=CC=2N(C(=C1)O[C@H](C)C1=NC=C(C=C1)F)C(=CN2)C#N 7-[1-[(3R)-1-Cyano-3-piperidyl]-5-methyl-triazol-4-yl]-5-[(1R)-1-(5-fluoro-2-pyridyl)ethoxy]imidazo[1,2-a]pyridine-3-carbonitrile